(S)-5-chloro-2-(2-hydroxypropanamido)thiophene-3-carboxylic acid ClC1=CC(=C(S1)NC([C@H](C)O)=O)C(=O)O